bis-bromomethyl-biphenyl BrCC1=CC=C(C=C1)C1=CC=C(C=C1)CBr